FC(CNC(=O)C1=CC=C(C=N1)O[C@H]1CN(CC1)C(=O)OC(C)(C)C)F Tert-butyl (3R)-3-({6-[(2,2-difluoroethyl)carbamoyl]pyridin-3-yl}oxy)pyrrolidine-1-carboxylate